(E)-1-(3-(4,4,5,5-tetramethyl-1,3,2-dioxaborolan-2-yl)allyl)pyrrolidine CC1(OB(OC1(C)C)/C=C/CN1CCCC1)C